5-(2-aminopropoxy)-2,6-dichloro-N-[2-(1H-indol-3-yl)ethyl]pyrimidin-4-amine NC(COC=1C(=NC(=NC1Cl)Cl)NCCC1=CNC2=CC=CC=C12)C